ClC=1N=CC2=C(N1)N(C=C2C2=CC=C(C=C2)OC2CCN(CC2)C)[C@@H]2CC[C@H](CC2)O trans-4-(2-chloro-5-(4-((1-methylpiperidin-4-yl)oxy)phenyl)-7H-pyrrolo[2,3-d]pyrimidin-7-yl)cyclohexan-1-ol